[Lu].FC1=C(C=CC(=C1)[N+](=O)[O-])N1CCN(CC1)C1CCN(CC1)CCO 2-(4-(4-(2-fluoro-4-nitrophenyl)piperazin-1-yl)piperidin-1-yl)ethan-1-ol Lutetium